1'-((2-((N-ethylsulfamoyl)amino)pyridin-4-yl)methyl)-N,2-dimethyl-1',2',3',6'-tetrahydro-[3,4'-bipyridine]-6-carboxamide C(C)NS(=O)(=O)NC1=NC=CC(=C1)CN1CCC(=CC1)C=1C(=NC(=CC1)C(=O)NC)C